C(C)(=O)N1CCN(CC1)C(=O)C=1C(=CC(=C(C1)SC1=CN=C(S1)NC(C1=CC=C(C=C1)N1CCNCC1)=O)C)OC N-(5-((5-(4-acetylpiperazine-1-carbonyl)-4-methoxy-2-methylphenyl)thio)thiazol-2-yl)-4-(piperazin-1-yl)benzamide